tert-butyl 1-[[[1-[(2,4-dimethoxyphenyl)methylamino]-5-isoquinolyl]-methyl-amino]methyl]-4-(hydroxymethyl)-2-azabicyclo[2.1.1]hexane-2-carboxylate COC1=C(C=CC(=C1)OC)CNC1=NC=CC2=C(C=CC=C12)N(C)CC12N(CC(C1)(C2)CO)C(=O)OC(C)(C)C